2-cyclopentyl-N-(5-(6-(3-methoxy-4-(morpholine-4-carbonyl)phenyl)pyrazin-2-yl)thiophen-3-yl)acetamide C1(CCCC1)CC(=O)NC1=CSC(=C1)C1=NC(=CN=C1)C1=CC(=C(C=C1)C(=O)N1CCOCC1)OC